methyl 3-(hydroxymethyl)-1-methyl-1H-pyrrolo[2,3-b]pyridine-6-carboxylate OCC1=CN(C2=NC(=CC=C21)C(=O)OC)C